FC=1C(=C(C=CC1F)[C@H]1[C@@H](OC(O1)(C(F)(F)F)C(F)(F)F)C(=O)NC1=CC(=NC=C1)C(=O)N)OC 4-((4R,5S)-5-(3,4-difluoro-2-methoxyphenyl)-2,2-bis(trifluoromethyl)-1,3-dioxolane-4-carboxamido)picolinamide